ClC=1C(=CC2=C(C[C@@](O2)([C@H]2NCCC2)C2=CC=CC=C2)C1C1=C(C(=O)NC)C=CC(=C1F)OC[C@H](C)O)F 2-((2s,4s)-5-chloro-6-fluoro-2-phenyl-2-((S)-pyrrolidin-2-yl)-2,3-dihydrobenzofuran-4-yl)-3-fluoro-4-((S)-2-hydroxypropoxy)-N-methylbenzamide